2-[(Z)-(1-phenylindolin-3-ylidene)methyl]-3-vinylimidazo[1,2-a]pyridine C1(=CC=CC=C1)N1C\C(\C2=CC=CC=C12)=C/C=1N=C2N(C=CC=C2)C1C=C